COCCCC1=CC=C(C=C1)C1=CC=C(C=C1)C1(CC1)NC(OC1CCN2CCC1CC2)=O 1-Azabicyclo[3.2.2]nonan-4-yl (1-(4'-(3-methoxypropyl)-[1,1'-biphenyl]-4-yl)cyclopropyl)carbamate